Acrylic acid isooctyl ester C(CCCCC(C)C)OC(C=C)=O